4-(4-((1R,5S)-3,8-diazabicyclo[3.2.1]octan-3-yl)-2-(2-(dimethylamino)ethoxy)-8-fluoroquinazolin-7-yl)naphthalen-2-ol [C@H]12CN(C[C@H](CC1)N2)C2=NC(=NC1=C(C(=CC=C21)C2=CC(=CC1=CC=CC=C21)O)F)OCCN(C)C